C1(=CC=CC=C1)C1=NC(=CC(=C1)C1=CC=C(C=C1)C(F)(F)F)C(F)(F)F 2-phenyl-4-{4-(trifluoromethyl)phenyl}-6-(trifluoromethyl)pyridine